NC1=NC=2C(=CC=CC2C=2N1C=C(N2)C(=O)N2C[C@@H](CC2)OC)OC (R)-(5-amino-7-methoxyimidazo[1,2-c]quinazolin-2-yl)(3-methoxypyrrolidin-1-yl)methanone